[3-(tert-butoxycarbonylamino)phenyl]boronic acid C(C)(C)(C)OC(=O)NC=1C=C(C=CC1)B(O)O